2-chloro-N-((2-(trifluoromethyl)pyridin-3-yl)methyl)-6,7-dihydrothieno[3,2-d]pyrimidin-4-amine ClC=1N=C(C2=C(N1)CCS2)NCC=2C(=NC=CC2)C(F)(F)F